N1=CN=C2NC=NC2=C1N[C@H](CC)C=1OC2=CC=CC=C2C(C1C1=CC(=CC=C1)F)=O (R)-2-(1-((9H-purin-6-yl)amino)propyl)-3-(3-fluorophenyl)-4H-chromen-4-one